3-fluoro-4-(methylsulfonyl)benzaldehyde FC=1C=C(C=O)C=CC1S(=O)(=O)C